C[C@@]12C(=CC=C1C1=CCC3CCCC[C@@H]3[C@H]1CC2)CCC(=O)[O-] estratriene-17-propionate